C1(CCCCC1)COC1=CC=C(C=N1)C1(CCCC1)C(=O)N[C@@H](C)C1=CC=C(C(=O)O)C=C1 4-[(1S)-1-[[1-[6-(cyclohexylmethoxy)-3-pyridinyl]cyclopentanecarbonyl]amino]ethyl]benzoic acid